P(O)(=O)(OP(=O)(O)OP(=O)(O)O)OC[C@@H]1[C@H](C[C@@H](O1)N1C(=O)N=C(N)C(=C1)CC=CN)O 5-Aminoallyl-2'-deoxycytidine-5'-Triphosphate